N-(3-hydroxyphenylethyl)-2-isopropyl-5-methylcyclohexane-1-carboxamide OC=1C=C(C=CC1)CCNC(=O)C1C(CCC(C1)C)C(C)C